tert-butyl (R)-1-((1-benzylpiperidin-3-yl)amino)-4-chloro-5,7-dihydro-6H-pyrrolo[3,4-d]pyridazine-6-carboxylate C(C1=CC=CC=C1)N1C[C@@H](CCC1)NC1=NN=C(C2=C1CN(C2)C(=O)OC(C)(C)C)Cl